4-((2-propylhexyl)oxy)butan-1-ol C(CC)C(COCCCCO)CCCC